ethyl 5-(benzyloxy)-4-oxo-4H-pyran-3-carboxylate C(C1=CC=CC=C1)OC=1C(C(=COC1)C(=O)OCC)=O